(6-(4-((4-(1H-pyrazol-4-yl)phenyl)amino)pyrimidin-2-yl)benzofuran-2-yl)(3,3-difluoroazetidin-1-yl)methanone N1N=CC(=C1)C1=CC=C(C=C1)NC1=NC(=NC=C1)C1=CC2=C(C=C(O2)C(=O)N2CC(C2)(F)F)C=C1